tert-butyl (S)-4-(6-bromo-7-(2-fluorophenyl)-1-(2-isopropyl-4-methylpyridin-3-yl)-2-oxo-1,2-dihydroquinazolin-4-yl)-3-methylpiperazine-1-carboxylate BrC=1C=C2C(=NC(N(C2=CC1C1=C(C=CC=C1)F)C=1C(=NC=CC1C)C(C)C)=O)N1[C@H](CN(CC1)C(=O)OC(C)(C)C)C